2-[[5-(4-chloro-2-fluoro-phenyl)-3-ethyl-triazol-4-yl]methyl]-5-[3-[(6-chloro-3-pyridyl)oxy]azetidin-1-yl]pyridazin-3-one ClC1=CC(=C(C=C1)C1=C(N(N=N1)CC)CN1N=CC(=CC1=O)N1CC(C1)OC=1C=NC(=CC1)Cl)F